COC=1C=C2C(=NC=NC2=CC1OC)N1CC2(CC1)CCN(CC2)[SH2](=O)C=N [2-(6,7-dimethoxyquinazolin-4-yl)-2,8-diazaspiro[4.5]decan-8-yl](imino)methyl-λ6-sulfanone